5-fluoro-pyridine-3-carboxamide FC=1C=C(C=NC1)C(=O)N